benzisoxazolyl-benzil O1N=C(C2=C1C=CC=C2)C2=C(C=CC=C2)C(=O)C(=O)C2=CC=CC=C2